N-(4-(aminomethyl)-1-oxidotetrahydro-2H-1λ6-thiopyran-1-ylidene)cyanamide NCC1CCS(CC1)(=O)=NC#N